C1(=CC=CC=C1)[Se]C=1OC2=CC=CC=C2C(C1)=O phenylseleno-chromone